2-(dimethylamino)quinolin CN(C1=NC2=CC=CC=C2C=C1)C